C(C)(C)(C)OC(=O)N[C@H](COC=1C=C(C(=NC1)Cl)C(=O)OC)C methyl 5-[(2S)-2-(tert-butoxycarbonylamino) propoxy]-2-chloro-pyridine-3-carboxylate